[Ca].[Al].[Si].[Ca] calcium-silicon-aluminum-calcium